O=C1NC(CCC1N1C(C2=CC=CC(=C2C1=O)N1CCN(CC1)CCCCOC=1C=C(C=CC1)CC(=O)NC=1SC(=C(N1)C=1C=C2CCN(C2=CC1)C(C1=C(C=CC=C1)C)=O)C)=O)=O 2-(3-(4-(4-(2-(2,6-dioxopiperidin-3-yl)-1,3-dioxoisoindolin-4-yl)piperazin-1-yl)butoxy)phenyl)-N-(5-methyl-4-(1-(2-methylbenzoyl)indolin-5-yl)thiazol-2-yl)acetamide